C(C1=CC=CC=C1)N(C1=C(C=NC=2N1N=CC2C(=O)[O-])C=2SC=CN2)CC2=CC=CC=C2 7-(dibenzylamino)-6-(thiazol-2-yl)pyrazolo[1,5-a]pyrimidine-3-carboxylate